1-(7,9-dimethyl-5-phenyl-1,3,4,5-tetrahydrobenzo[C]oxepin-1-yl)-N-methyl-methylamine CC1=CC2=C(C(OCCC2C2=CC=CC=C2)CNC)C(=C1)C